2-[1-(2-cyanophenyl)-1-(1H-pyrazol-4-yl)propan-2-yl]-5-methoxy-1-methyl-6-oxopyrimidine-4-carboxylic acid ethyl ester C(C)OC(=O)C=1N=C(N(C(C1OC)=O)C)C(C(C=1C=NNC1)C1=C(C=CC=C1)C#N)C